C(=CC1=CC=CC=C1)C(C(=O)O)=C styryl-Acrylic acid